(E)-N1-(3-(Dimethylamino)propyl)-N8-hydroxy-2-((naphthalin-1-yloxy)methyl)-2-octendiamid CN(CCCNC(\C(=C\CCCCC(=O)NO)\COC1=CC=CC2=CC=CC=C12)=O)C